1-((6-amino-2-(1-(m-tolyl)piperidin-4-yl)pyridin-3-yl)methyl)-N1,N2-Dimethylethane-1,2-diamine NC1=CC=C(C(=N1)C1CCN(CC1)C=1C=C(C=CC1)C)CC(CNC)NC